C1=CC=CC2=[NH+]C3=CC=CC=C3C=C12.N1C=NC=C1 imidazole, acridinium salt